[Si](C)(C)(C(C)(C)C)OC[C@H](C)N1N=C(C=C1C(=O)OC)OCC methyl 2-[(1S)-2-[tert-butyl (dimethyl) silyl] oxy-1-methyl-ethyl]-5-ethoxy-pyrazole-3-carboxylate